tert-butyl 4-[(5-nitro-2-pyridyl) oxy]piperidine-1-carboxylate [N+](=O)([O-])C=1C=CC(=NC1)OC1CCN(CC1)C(=O)OC(C)(C)C